NC1=C2C(=NC=N1)N(N=C2N2C(=CC1=CC=CC=C21)C(=O)NC2CC2)C(C)C (4-amino-1-isopropyl-pyrazolo[3,4-d]pyrimidin-3-yl)-N-cyclopropyl-1H-indole-2-carboxamide